1-(1-ethyl-1H-pyrazol-4-yl)-N-methylmethanamine C(C)N1N=CC(=C1)CNC